C1(C(C1=C(C#N)C1=C(C(=C(C#N)C(=C1F)F)F)F)=C(C#N)C1=C(C(=C(C#N)C(=C1F)F)F)F)=C(C#N)C1=C(C(=C(C#N)C(=C1F)F)F)F (1E,1'E,1''E)-Cyclopropan-1,2,3-triylidentris(cyanomethanylyliden)tris(2,3,5,6-tetrafluorobenzonitril)